C1OCC12CC(C2)NC2=NC(=CC1=C2N(C=N1)C(C)C)C1=CC=C2C(=C1)N(C(C21CCNCC1)=O)C1CC(C1)N1CCCCC1 6-[4-({2-oxaspiro[3.3]heptan-6-yl}amino)-3-(propan-2-yl)-3H-imidazo[4,5-c]pyridin-6-yl]-1-[(1s,3s)-3-(piperidin-1-yl)cyclobutyl]-1,2-dihydrospiro[indole-3,4'-piperidin]-2-one